tert-Butyl N-[(7-bromo-2-quinolyl)-[3-[(4-methoxyphenyl)methoxy]propyl]amino]carbamate BrC1=CC=C2C=CC(=NC2=C1)N(NC(OC(C)(C)C)=O)CCCOCC1=CC=C(C=C1)OC